6-fluoro-7-(8-methyl-2,3-dihydro-1H-pyrido[2,3-b][1,4]oxazin-7-yl)-N~2~-(2'-methyl-2',3'-dihydro-1'H-spiro[cyclopropane-1,4'-isoquinolin]-7'-yl)quinazoline-2,5-diamine FC1=C(C=2C=NC(=NC2C=C1C1=C(C2=C(OCCN2)N=C1)C)NC1=CC=C2C3(CN(CC2=C1)C)CC3)N